CC(C(=O)O)(C)N1N=CC(=C1)Br methyl-(R)-2-(4-bromo-1H-pyrazol-1-yl)propionic acid